2-(difluoromethyl)-5-(5-(((4-methyl-5-(thiophen-2-yl)-4H-1,2,4-triazol-3-yl)thio)methyl)thiophen-3-yl)-1,3,4-oxadiazole FC(C=1OC(=NN1)C1=CSC(=C1)CSC1=NN=C(N1C)C=1SC=CC1)F